2-(difluoromethyl)-N-(1,1-dimethyl-3-propyl-2,3-dihydro-1H-inden-4-yl)nicotinamide FC(C1=C(C(=O)NC2=C3C(CC(C3=CC=C2)(C)C)CCC)C=CC=N1)F